C(C)C=1C(C2=CC=CC=C2C(C1CC1=NC=C(C(=C1)C)F)=O)=O ethyl-3-((5-fluoro-4-methylpyridin-2-yl)methyl)naphthalene-1,4-dione